acetyl-5-methoxytryptamine C(C)(=O)NCCC1=CNC2=CC=C(C=C12)OC